(6-methoxy-4-methylpyridin-2-yl)methanone COC1=CC(=CC(=N1)C=O)C